FC(C1=CC=C2C(=CC=NC2=C1)OCC(=O)O)(F)F 2-((7-(trifluoromethyl)quinoline-4-yl)oxy)acetic acid